FC1=C(C#N)C(=CC(=C1)CC(C)(C)F)N1C[C@@H](N(CC1)CC=1N=NC=CC1)C 2-Fluoro-4-(2-fluoro-2-methylpropyl)-6-((3S)-3-methyl-4-((pyridazin-3-yl)methyl)piperazin-1-yl)benzonitrile